C1=C(C=CC2=CC=CC=C12)C(CN1N=C(C=C1C(=O)OCC)C(=O)OCC)=O Diethyl 1-[2-(naphthalen-2-yl)-2-oxoethyl]-1H-pyrazole-3,5-dicarboxylate